ClC=1C=C2C(=CN(C2=CC1)C)CC(=O)O 2-(5-chloro-1-methyl-1H-indol-3-yl)acetic acid